C(C1=CC=CC=C1)OCCCCN1C2=C(C(=CC1=O)O)C=NN2C2=C(C=C(C=C2)F)OC 7-(4-benzyloxybutyl)-1-(4-fluoro-2-methoxy-phenyl)-4-hydroxy-pyrazolo[3,4-b]pyridin-6-one